(((3aR,4R,6R,6aR)-6-azido-2,2-dimethyltetrahydrofuro[3,4-d][1,3]dioxol-4-yl)methoxy)(tert-butyl)dimethylsilane N(=[N+]=[N-])[C@@H]1O[C@@H]([C@@H]2[C@H]1OC(O2)(C)C)CO[Si](C)(C)C(C)(C)C